2-(bis(methylthio)methylene)malononitrile CSC(=C(C#N)C#N)SC